Mono-barium silicate [Si]([O-])([O-])(O)O.[Ba+2]